methyl 3-amino-6-methylpicolinate NC=1C(=NC(=CC1)C)C(=O)OC